C1(CC1)N1N=CC(=C1)[C@@H]1OCC[C@@H](C1)C=1N=C(C2=C(N1)N=C(S2)C)C2=C(C=C(C=C2)F)F 5-[(2R,4S)-2-(1-cyclopropylpyrazol-4-yl)tetrahydropyran-4-yl]-7-(2,4-difluorophenyl)-2-methyl-thiazolo[4,5-d]pyrimidine